4-methyl-1,3-phenylenedimaleimide CC1=C(C=C(C=C1)C=1C(=O)NC(C1)=O)C=1C(=O)NC(C1)=O